N-(2,4-dimethylphenyl)-4-(N-(3-(trifluoromethyl)phenyl)sulfamoyl)benzamide CC1=C(C=CC(=C1)C)NC(C1=CC=C(C=C1)S(NC1=CC(=CC=C1)C(F)(F)F)(=O)=O)=O